C(C)(C)(C)OC(=O)N[C@@H](CC(=O)OCC)C=1C=C(C=C(C1F)C1CC1)C1=C(C=C(C=C1C)C)CCCCC=C Ethyl (S)-3-((tert-butoxycarbonyl)amino)-3-(5-cyclopropyl-4-fluoro-2'-(hex-5-en-1-yl)-4',6'-dimethyl-[1,1'-biphenyl]-3-yl)propanoate